C(#N)CC(=O)N1C[C@@H]([C@@H](CC1)C)N(C=1C2=C(N=CN1)N(C=C2)C(=O)NNC)C 4-(((3R,4R)-1-(2-cyanoacetyl)-4-methylpiperidin-3-yl)(methyl)amino)-N'-methyl-7H-pyrrolo[2,3-d]pyrimidine-7-carbohydrazide